C(C1=CC=CC=C1)OCCN[C@@H](COC1=NC(=NC(=C1)C1=C(C=CC=C1C)C)NS(=O)(=O)C=1C=C(C(=O)O)C=CC1)CC(C)C 3-[[4-[(2R)-2-(2-benzyloxyethylamino)-4-methyl-pentoxy]-6-(2,6-dimethylphenyl)pyrimidin-2-yl]sulfamoyl]benzoic acid